4-((tosyloxy)imino)piperidine-1-carboxylic acid tert-butyl ester C(C)(C)(C)OC(=O)N1CCC(CC1)=NOS(=O)(=O)C1=CC=C(C)C=C1